OCCOCCOC1=C2CCN(C2=CC=C1)C(CNC1=C(C=CC(=C1)C1=NC=C(C=C1)C(C)C)C)=O 1-(4-(2-(2-hydroxyethoxy)ethoxy)indolin-1-yl)-2-((5-(5-isopropylpyridin-2-yl)-2-methylphenyl)amino)ethan-1-one